4-amino-N-(3-fluoro-4-(methoxymethyl)phenyl)-7-(1-methylcyclopropyl)-6-((tetrahydro-2H-pyran-4-yl)ethynyl)-7H-pyrrolo[2,3-d]pyrimidine-5-carboxamide NC=1C2=C(N=CN1)N(C(=C2C(=O)NC2=CC(=C(C=C2)COC)F)C#CC2CCOCC2)C2(CC2)C